C1C(=CC=C2OC=C3C21C=CC=C3)B(O)O dibenzo[b,c]furan-2-yl-boronic acid